NC1=C(SC=2N=C(N=C(C21)C)C)C(=O)NC2CC=1C=CC(=NC1CC2)N2CC(C(C2)OC2CC2)N 5-amino-N-[2-(3-amino-4-cyclopropoxypyrrolidin-1-yl)-5,6,7,8-tetrahydroquinolin-6-yl]-2,4-dimethylthieno[2,3-d]pyrimidine-6-carboxamide